CC(C=COCCCCCCCC)CCCCCCCCC 3-methyl-1-(octyl-oxy)dodec-1-ene